FC=1C=C(C(=O)OCCNC(C)C)C=C(C1)NC(CN1N=C(C(=C1)C1=CC=NC2=CC=CC=C12)C1=NC(=CC=C1)C)=O 2-(isopropylamino)ethyl 3-fluoro-5-(2-(3-(6-methylpyridin-2-yl)-4-(quinolin-4-yl)-1H-pyrazol-1-yl)acetamido)benzoate